OC1=C2C=CC(OC2=CC(=C1C(=O)N1CCN(CC1)CCO)CCCCC)(CCC=C(C)C)C (5-hydroxy-2-methyl-2-(4-methylpent-3-en-1-yl)-7-pentyl-2H-chromen-6-yl)(4-(2-hydroxyethyl)piperazin-1-yl)methanone